2-((4-(6-((4-(Cyclopropanecarbonyl)-2-fluorobenzyl)oxy)pyridin-2-yl)piperidin-1-yl)methyl)-1-((1-Ethyl-1H-imidazol-4-yl)methyl)-1H-benzo[d]imidazole-6-carboxylic acid C1(CC1)C(=O)C1=CC(=C(COC2=CC=CC(=N2)C2CCN(CC2)CC2=NC3=C(N2CC=2N=CN(C2)CC)C=C(C=C3)C(=O)O)C=C1)F